COC1=NC=C(N=C1)COC=1C=C2C(=NC1)OC(=N2)C=2C=NN(C2)C 2-Methoxy-5-({[2-(1-methyl-1H-pyrazol-4-yl)-[1,3]oxazolo[5,4-b]pyridin-6-yl]oxy}methyl)pyrazine